FC=1C=C2C(=CNC(C2=CC1F)=O)[C@H](C)N(C(=O)C=1NC2=CC=C(C(=C2C1)F)F)C (S)-N-(1-(6,7-difluoro-1-oxo-1,2-dihydroisoquinolin-4-yl)ethyl)-4,5-difluoro-N-methyl-1H-indole-2-carboxamide